C(C=1C(C(=O)[O-])=CC=CC1)(=O)OCC(CCC(C)=O)CC Mono(2-ethyl-5-oxohexyl) phthalate